t-hexyl-dimethylchlorosilane Ethyl-6-((4-(2-methoxy-3-(1-methyl-1,2,4-triazol-3-yl)anilino)-5-(methylcarbamoyl)-2-pyridyl)amino)pyridine-3-carboxylate C(C)OC(=O)C=1C=NC(=CC1)NC1=NC=C(C(=C1)NC1=C(C(=CC=C1)C1=NN(C=N1)C)OC)C(NC)=O.C(C)(C)(CCC)[Si](Cl)(C)C